N6-threonylcarbamoyl-adenine N[C@@H]([C@H](O)C)C(=O)NC(=O)NC1=C2NC=NC2=NC=N1